CC1=C(C(=O)NC2=CC=C(C=C2)N2C3=C(NC(CC2=O)=O)C2=CC=CC=C2C=C3)C=C(C=C1)C 5-[4-(2,5-dimethylbenzoylamino)phenyl]-1H-naphtho[1,2-b][1,4]diazepine-2,4(3H,5H)-dione